N,N-dimethyl-6,7,8,9-tetrahydro-5H-[1,2,4]triazolo[1,5-a][1,4]diazepine-2-carboxamide CN(C(=O)C1=NN2C(CNCCC2)=N1)C